C(C)(C)(C)OC(=O)N1C2CN(CC1CC2)C=2C1=C(N=C(N2)Cl)C(=C(N=C1)Cl)F 3-(2,7-dichloro-8-fluoropyrido[4,3-d]pyrimidin-4-yl)-3,8-diazabicyclo[3.2.1]octane-8-carboxylic acid tert-butyl ester